1-methyl-4-((3-methylpyridin-2-yl)methyl)-1,4-dihydropyrazolo[3',4':4,5]pyrrolo[3,2-b]pyridine-3-carboxylic acid methyl ester COC(=O)C1=NN(C2=C1N(C=1C2=NC=CC1)CC1=NC=CC=C1C)C